ClC1=C(C=C(OCC(=O)NC23CC(C2)(C3)NC(=O)C3=N(C=CC=C3)=O)C=C1)F N-{3-[2-(4-chloro-3-fluorophenoxy)acetamido]bicyclo[1.1.1]pentan-1-yl}-1-oxo-1λ5-pyridine-2-carboxamide